C(C)(C)(C)P(C)C tertiary butyl-dimethyl-phosphine